8-methoxy-5-{[(1R)-1-[3-(trifluoromethyl)phenyl]ethyl]amino}imidazo[1,5-a]quinazolin-7-ol COC1=C(C=C2C(=NC=3N(C2=C1)C=NC3)N[C@H](C)C3=CC(=CC=C3)C(F)(F)F)O